C(CC)N(CCC1=CNC2=CC=C(C=C12)OC(CCC)=O)CCC butyric acid 3-(2-(dipropylamino) ethyl)-1H-indol-5-yl ester